C(C)(=O)O[C@H]1[C@@H](SC=2C(=NC=C(C2)Br)C#N)O[C@@H]([C@@H]([C@@H]1N=[N+]=[N-])OC(C)=O)COC(C)=O 5-bromo-2-cyanopyridin-3-yl 2,4,6-tri-O-acetyl-3-azido-3-deoxy-1-thio-α-D-galactopyranoside